methyl (S,E)-(7-(dimethylamino)-1-((1-((6-(dimethylamino)-2-methyl-9H-purin-8-yl)methyl)-2-oxo-1,2-dihydropyridin-3-yl)amino)-1,7-dioxohept-5-en-2-yl)carbamate CN(C(/C=C/CC[C@@H](C(=O)NC=1C(N(C=CC1)CC=1NC2=NC(=NC(=C2N1)N(C)C)C)=O)NC(OC)=O)=O)C